ClC1=NC=C(C2=CC=CC=C12)C(C)=O 1-(1-Chloroisoquinolin-4-yl)ethan-1-one